5-[1-(4-methoxy-5-phenylpyridine-2-carbonyl)piperidin-4-yl]pyridin-2-amine trifluoroacetate FC(C(=O)O)(F)F.COC1=CC(=NC=C1C1=CC=CC=C1)C(=O)N1CCC(CC1)C=1C=CC(=NC1)N